(S)-6-(((1-cyclopropyl-1H-1,2,3-triazol-4-yl)(3-oxoisoindolin-4-yl)methyl)amino)-4-(neopentylamino)quinoline-3,8-dicarbonitrile C1(CC1)N1N=NC(=C1)[C@H](C1=C2C(NCC2=CC=C1)=O)NC=1C=C2C(=C(C=NC2=C(C1)C#N)C#N)NCC(C)(C)C